BrC=1C=CC=2N(C3=CC=C(C=C3C2C1)Br)C=C 3,6-Dibromo-9-vinyl-9H-carbazole